6-(3-cyclopropylphenoxy)-N-[2-(2,4-dichlorophenyl)-2-fluoro-ethyl]-2-methyl-pyrazolo[1,5-a]pyrimidine-7-carboxamide C1(CC1)C=1C=C(OC=2C=NC=3N(C2C(=O)NCC(F)C2=C(C=C(C=C2)Cl)Cl)N=C(C3)C)C=CC1